2-((1H-pyrrolo[2,3-b]pyridin-5-yl)oxy)-4-(4-((6-(4-chlorophenyl)spiro[3.5]non-6-en-7-yl)methyl)piperazin-1-yl)-N-((3-nitro-4-((oxetan-3-ylmethyl)amino)phenyl)sulfonyl)benzamide N1C=CC=2C1=NC=C(C2)OC2=C(C(=O)NS(=O)(=O)C1=CC(=C(C=C1)NCC1COC1)[N+](=O)[O-])C=CC(=C2)N2CCN(CC2)CC2=C(CC1(CCC1)CC2)C2=CC=C(C=C2)Cl